ClCC=1SC=C(N1)C1=CC=C(C=C1)[N+](=O)[O-] 2-(Chloromethyl)-4-(4-nitrophenyl)-1,3-thiazole